C(C)(=O)N(C1=C(C(=O)OC)C=C(C=C1)OC(F)(F)F)C(C1=C(C=C(C=C1)C(F)(F)F)S(=O)(=O)CC)=O methyl 2-[acetyl-[2-ethylsulfonyl-4-(trifluoromethyl)benzoyl]amino]-5-(trifluoromethoxy)benzoate